FC=1C(=C(C=CC1)C1=C(C(=O)[O-])C=CC=C1O)C1=C(C(=O)[O-])C=CC=C1O 3-fluoro-1,2-phenylenebis(3-hydroxybenzoate)